C(#N)C1=NC=CC(C1CC1=CC=C(C=C1)O)=O 2-cyano-3-(4-hydroxybenzyl)-pyridin-4-one